N[C@H]1[C@H](C2=CC=CC=C2C1)NC(=O)C1=CN(CCS1)C1=C2C(=NC=C1)NC=C2C N-((1S,2R)-2-Amino-2,3-dihydro-1H-inden-1-yl)-4-(3-methyl-1H-pyrrolo[2,3-b]pyridin-4-yl)-3,4-dihydro-2H-1,4-thiazine-6-carboxamide